C(C)(C)(C)OC(=O)N1CC2(C1)CC(C2)C(C)C2=NC=C(C(=C2)C)C(F)(F)F 6-[1-[4-methyl-5-(trifluoromethyl)-2-pyridinyl]ethyl]-2-azaspiro[3.3]heptane-2-carboxylic acid tert-butyl ester